C(C=C)(=O)OCC(C1=CC=CC=C1)O β-hydroxyphenethyl acrylate